C(C1=CC=CC=C1)N1C2=C(SCC1=O)C=CC(=C2)NC(=O)C2=CC=C1C=CNC1=C2 N-(4-benzyl-3-oxo-3,4-dihydro-2H-benzo[b][1,4]thiazin-6-yl)-1H-indole-6-carboxamide